ClC1=NC(=CC(=C1)N1CCOCC1)SC1=CC=CC=C1 4-(2-chloro-6-(phenylsulfanyl)pyridin-4-yl)morpholine